[Na+].C(=CCCCCCCCC)S(=O)(=O)[O-] 1-decene-1-sulfonic acid sodium salt